C1CCCCCCCCCCC1 CYCLODODECANE